C(CCCC)C(COC(CCCCCCCCC(OC(OCCN(CCN(CC)CC)CCO)=O)CCCCCC)=O)CCCCC.BrC1=C(C(=C(C(=C1CBr)Br)Br)CBr)Br 1,2,4,5-TETRABROMO-3,6-BIS(BROMOMETHYL)BENZENE 2-pentylheptyl-3-ethyl-12-hexyl-6-(2-hydroxyethyl)-10-oxo-9,11-dioxa-3,6-diazahenicosane-21-oate